2'-((3-((1-methyl-1H-pyrazol-4-yl)oxy)-1H-pyrazol-4-yl)amino)spiro[cyclopropane-1,5'-pyrrolo[2,3-d]pyrimidin]-6'(7'H)-one CN1N=CC(=C1)OC1=NNC=C1NC=1N=CC2=C(N1)NC(C21CC1)=O